C(C(O)C1=CC=CC=C1)(=O)O.[N+](=O)([O-])C1=C(C=CC=C1)N1C(=CC=C1)C=CC=NN\C(=N\[H])\N (E)-N-[1-(2-nitrophenyl)-1H-pyrrol-2-yl-allylidenamino]-guanidine DL-mandelate salt